1-azaspiro[3.3]heptan-5-amine N1CCC12C(CC2)N